N-docosyl-ethylenediamine C(CCCCCCCCCCCCCCCCCCCCC)NCCN